OC(=O)C(F)(F)F.CN(C(C=C)=O)C1=NC=2CNCCC2C=C1C N-methyl-N-(3-methyl-5,6,7,8-tetrahydro-1,7-naphthyridin-2-yl)acrylamide TFA salt